tert-butyl 4-(1-(phenylsulfonyl)indolin-5-yl)piperazine-1-carboxylate C1(=CC=CC=C1)S(=O)(=O)N1CCC2=CC(=CC=C12)N1CCN(CC1)C(=O)OC(C)(C)C